C(C)C1=CC=C(C=C1)CN1C2=CC=CC=C2C=2C=CC=CC12 9-[(4-ethylphenyl)methyl]carbazole